1-hydroxydecan-4-yl (2-(pyrrolidin-1-yl)ethyl)carbamate N1(CCCC1)CCNC(OC(CCCO)CCCCCC)=O